tert-butyl 2-((2'-(2-hydroxyethoxy)-[1,1'-biphenyl]-3-yl)methyl)-3-(methylsulfonamido)piperidine-1-carboxylate OCCOC1=C(C=CC=C1)C1=CC(=CC=C1)CC1N(CCCC1NS(=O)(=O)C)C(=O)OC(C)(C)C